BrC=1N=C(C=2N(C1)N=CN2)OCCOCCC(CCC(C)(F)F)NC(OC(C)(C)C)=O tert-butyl (1-(2-((6-bromo-[1,2,4]triazolo[1,5-a]pyrazin-8-yl)oxy)ethoxy)-6,6-difluoroheptan-3-yl)carbamate